4-bromo-N-(2,6-dichlorophenyl)-5-fluoro-2-{[(2S)-1,1,1-trifluoropropan-2-yl]oxy}benzamide BrC1=CC(=C(C(=O)NC2=C(C=CC=C2Cl)Cl)C=C1F)O[C@H](C(F)(F)F)C